1,4-butanediol bisacrylate C(C=C)(=O)OCCCCOC(C=C)=O